6-bromo-2-nitropyrazolo[1,5-a]pyrimidine BrC=1C=NC=2N(C1)N=C(C2)[N+](=O)[O-]